C(#N)CC[SiH2]C(OC)OC 2-cyanoethyldimethoxymethylsilane